[As].[Ga].[Al] Aluminium-Gallium-Arsenic